C1CC12CN(C2)CC2=CC(=C1CN(C(C1=C2)=O)C2=CC(=CC=C2)C2(COC2)CC2=NN=CN2C)C(F)(F)F 6-{5-azaspiro[2.3]hexan-5-ylmethyl}-2-(3-{3-[(4-methyl-1,2,4-triazol-3-yl)methyl]oxetan-3-yl}phenyl)-4-(trifluoromethyl)-3H-isoindol-1-one